C(CC=C)N(C(OC(C)(C)C)=O)C1(CC1)C=O tert-Butyl 3-buten-1-yl(1-formylcyclopropyl)carbamate